ethyl 7-chloro-1-(4-cyclopropyl-1,3-thiazol-yl)-5-methyl-4-oxo-1,4-dihydro-1,8-naphthyridine-3-carboxylate ClC1=CC(=C2C(C(=CN(C2=N1)C=1SC=C(N1)C1CC1)C(=O)OCC)=O)C